ClC=1C=CC2=C(C(=NCC3=C2N=CN=C3)C3=C(C=CC(=C3)F)F)C1 9-Chloro-7-(2,5-difluoro-phenyl)-5H-benzo[c]pyrimido[4,5-e]azepin